(5R)-5-[4-methyl-3-[3-(trifluoromethyl)phenoxy]phenyl]-3-(triazol-2-yl)-4,5-dihydroisoxazole CC1=C(C=C(C=C1)[C@H]1CC(=NO1)N1N=CC=N1)OC1=CC(=CC=C1)C(F)(F)F